S-ethyl ethanesulfinothioate (Diethyl thiosulfinate) C(C)S(=S)(O)CC.C(C)S(SCC)=O